C1(=CC=CC=C1)C1=NC(=NC(=N1)C1=CC=CC=C1)C1=C(C(=C(C(=C1N1C2=CC=CC=C2C=2C=C(C=CC12)C#N)C=1C=NC=CC1)N1C2=CC=CC=C2C=2C=C(C=CC12)C#N)N1C2=CC=CC=C2C=2C=C(C=CC12)C#N)N1C2=CC=CC=C2C=2C=C(C=CC12)C#N 9,9',9'',9'''-(4-(4,6-diphenyl-1,3,5-triazin-2-yl)-6-(pyridin-3-yl)benzene-1,2,3,5-tetrayl)tetrakis(9H-carbazole-3-carbonitrile)